tert-butyl N-tert-butoxycarbonyl-N-[4-[[5-(4,4-dimethylcyclohexoxy)-4-methyl-3-pyridyl]methyl]-3-fluoro-2-pyridyl]carbamate C(C)(C)(C)OC(=O)N(C(OC(C)(C)C)=O)C1=NC=CC(=C1F)CC=1C=NC=C(C1C)OC1CCC(CC1)(C)C